N[C@H](C(=O)N[C@@H](CCCC1=CC=CC=C1)B1O[C@@]2([C@H](O1)C[C@H]1C([C@@H]2C1)(C)C)C)CS(N(C)C)(=O)=O (R)-2-amino-3-(N,N-dimethylsulfamoyl)-N-((R)-4-phenyl-1-((3aS,4S,6S,7aR)-3a,5,5-trimethyl-hexahydro-4,6-methanobenzo[d][1,3,2]dioxaborol-2-yl)butyl)propanamide